C(C)OC(C(=O)C1C(C2=CC(=CC=C2C(C1)(C)C)Br)=O)=O.C(C)N([Si](C)(C)C)[SiH](CC)CC N-ethyl-N-trimethylsilylaminodiethylsilane ethyl-2-(7-bromo-4,4-dimethyl-1-oxo-2,3-dihydronaphthalen-2-yl)-2-oxoacetate